ClCC1=NC2=CC=CC=C2C(=N1)C 2-chloromethyl-4-Methylquinazoline